C(CC)(=O)O[C@H]1[C@H](O[C@@H]([C@@H]([C@@H]1N1N=NC(=C1)C1=CC(=C(C(=C1)F)F)F)O)CO)CC1=NOC(=C1)C1CCNCC1 (2R,3R,4S,5R,6R)-5-hydroxy-6-(hydroxymethyl)-2-((5-(piperidin-4-yl)isoxazol-3-yl)methyl)-4-(4-(3,4,5-trifluorophenyl)-1H-1,2,3-triazol-1-yl)tetrahydro-2H-pyran-3-yl propionate